(R)-3-(4-cyanophenethyl)-N-(6-fluoropyridin-3-yl)-1-(2-(pyridin-2-yl)propan-2-yl)pyrrolidine-3-carboxamide C(#N)C1=CC=C(CC[C@@]2(CN(CC2)C(C)(C)C2=NC=CC=C2)C(=O)NC=2C=NC(=CC2)F)C=C1